C(CC=C)C1=C(C=CC(=C1)F)NC1=C(C(=O)O)C=C(C=N1)C(F)(F)F ((2-(but-3-en-1-yl)-4-fluorophenyl)amino)-5-(trifluoromethyl)nicotinic acid